(E)-1-phenyl-3-(p-toluenesulfonyl)but-2-en-1-one C1(=CC=CC=C1)C(\C=C(/C)\S(=O)(=O)C1=CC=C(C)C=C1)=O